(Z)-2-(benzo[d]thiazol-6-ylamino)-5-((1-methyl-1H-benzo[d]imidazol-6-yl)methylene)-3,5-dihydro-4H-imidazol-4-one S1C=NC2=C1C=C(C=C2)NC2=N\C(\C(N2)=O)=C/C=2C=CC1=C(N(C=N1)C)C2